1-(3,6-dimethoxy-5-methylpyridin-2-yl)butan-2-amine COC=1C(=NC(=C(C1)C)OC)CC(CC)N